racemic-N-[[4-(1,2-dihydroxyethyl)-1-[4-(pentafluoro-λ6-sulfaneyl)phenyl]indazol-3-yl]methyl]prop-2-enamide O[C@@H](CO)C1=C2C(=NN(C2=CC=C1)C1=CC=C(C=C1)S(F)(F)(F)(F)F)CNC(C=C)=O |r|